CNC(=O)C1CN(C1)C N,1-dimethylazetidin-3-carboxamide